2-((2-aminothiazol-5-yl)methyl)-3-((4-chloro-1-methyl-1H-pyrazol-5-yl)methyl)isoindolin-1-one NC=1SC(=CN1)CN1C(C2=CC=CC=C2C1CC1=C(C=NN1C)Cl)=O